Ethyl 4-(methylthio)-6-((2-oxo-2-(piperidin-1-yl) ethyl) thio)-2-phenylpyrimidine-5-carboxylate CSC1=NC(=NC(=C1C(=O)OCC)SCC(N1CCCCC1)=O)C1=CC=CC=C1